F[C@H]1[C@H](O[C@@H]2[C@@H]1OP(OC2)(=O)OCC2=C(C(=O)OC(C)C)C=CC=C2)N2C(NC(C(=C2)C)=O)=O Isopropyl 2-((((4aS,6S,7R,7aS)-7-fluoro-6-(5-methyl-2,4-dioxo-3,4-dihydropyrimidin-1(2H)-yl)-2-oxidotetrahydro-4H-furo[3,2-d][1,3,2]dioxaphosphinin-2-yl)oxy)methyl)benzoate